N-(1-(2-(difluoromethoxy)-5-fluorophenyl)ethyl)-N-methyl-3-(1-methyl-1H-pyrazol-3-yl)pyrazolo[1,5-a]pyrimidin-5-amine FC(OC1=C(C=C(C=C1)F)C(C)N(C1=NC=2N(C=C1)N=CC2C2=NN(C=C2)C)C)F